[Zn].[Cu].[Ni].[Cr].[Fe].C(C)C(C(=O)N)=C Ethyl-prop-2-enamide iron chromium nickel copper zinc